(R)-6-fluoro-N-(2-(1-methyl-8-oxa-1-azaspiro[4.5]decan-4-yl)thieno[2,3-b]pyridin-4-yl)benzo[d]thiazol-5-amine FC1=CC2=C(N=CS2)C=C1NC1=C2C(=NC=C1)SC(=C2)[C@@H]2CCN(C21CCOCC1)C